COC=1C=CC2=C(NC=3CCN(CCC32)C3COC3)N1 2-methoxy-7-(oxetan-3-yl)-5,6,7,8,9,10-hexahydropyrido[3',2':4,5]pyrrolo[2,3-d]azepine